oxo-4-(trifluoromethyl)-1,6-dihydropyridine-3-carboxamide O=C1C=C(C(=CN1)C(=O)N)C(F)(F)F